FC=1C=C(C=C2CNC(C12)=O)CO 7-fluoro-5-(hydroxymethyl)-1-oxoisoindoline